diphenyl-(3-(4,4,5,5-tetramethyl-1,3,2-dioxaborolan-2-yl)phenyl)phosphine oxide C1(=CC=CC=C1)P(C1=CC(=CC=C1)B1OC(C(O1)(C)C)(C)C)(C1=CC=CC=C1)=O